N[C@@H](CC(C)C)C(=O)N1[C@@H](CCC1)C(=O)NCC1=CC=CC=C1 L-leucyl-L-prolyl-benzylamine